FC1(CC(C1)CC=1OC(=CN1)C=1C=CC(=NC1C1=CC=2N(C=C1)N=C(N2)C)C#N)F 5-(2-((3,3-Difluorocyclobutyl)methyl)oxazol-5-yl)-6-(2-methyl-[1,2,4]triazolo[1,5-a]pyridin-7-yl)picolinonitril